4-(4-((1R,5S)-3,8-diazabicyclo[3.2.1]octan-3-yl)-6,8-difluoro-2-(((2R,7aS)-2-fluorotetrahydro-1H-pyrrolizin-7a(5H)-yl)-methoxy)quinazolin-7-yl)-3-ethynylthieno[3,2-c]pyridine [C@H]12CN(C[C@H](CC1)N2)C2=NC(=NC1=C(C(=C(C=C21)F)C2=NC=CC1=C2C(=CS1)C#C)F)OC[C@]12CCCN2C[C@@H](C1)F